C(C)C=C(C)[N+](=O)[O-] 1-ethyl-2-nitropropene